FC(OC1=CC=C(C=C1)S(=O)(=O)N1CC2=C(C1)CN(C2)C([C@H](CO)C2=CC=CC=C2)=O)F (S)-1-(5-((4-(difluoromethoxy)phenyl)sulfonyl)-3,4,5,6-tetrahydropyrrolo[3,4-c]pyrrol-2(1H)-yl)-3-hydroxy-2-phenylpropan-1-one